[2-[tert-Butoxycarbonylamino]-4-isopropyl-7-oxo-thieno[2,3-d]pyridazin-6-yl]cyclopropanecarboxylic acid tert-butyl ester C(C)(C)(C)OC(=O)C1(CC1)N1N=C(C2=C(C1=O)SC(=C2)NC(=O)OC(C)(C)C)C(C)C